ClC=1C=CC=2N(C1)N=C(N2)C2=CC1=CC=CC=C1C=C2 6-chloro-2-(naphthalen-2-yl)-[1,2,4]triazolo[1,5-a]pyridine